C(C)OC(=O)C1=C(N=C(S1)NC1=NC(=CC(=N1)N1CC(CCC1)CO)N1CCN(CC1)C)C 2-[4-(3-hydroxymethyl-piperidin-1-yl)-6-(4-methyl-piperazin-1-yl)-pyrimidin-2-ylamino]-4-methyl-thiazole-5-carboxylic acid ethyl ester